tri(diethylamino)cyclopropene C(C)N(CC)C1C(=C1N(CC)CC)N(CC)CC